(S)-(1,3-Dimethyl-azetidin-3-yl)-(4-isopropyl-phenyl)-{3-[5-(tetrahydro-pyran-4-yl)-[1,2,4]oxadiazol-3-yl]-phenyl}-methanol CN1CC(C1)(C)[C@@](O)(C1=CC(=CC=C1)C1=NOC(=N1)C1CCOCC1)C1=CC=C(C=C1)C(C)C